(2S)-(R)-Sec-butyl 2-(((4-nitrophenoxy)(phenoxy)phosphoryl)amino)propanoate [N+](=O)([O-])C1=CC=C(OP(=O)(OC2=CC=CC=C2)N[C@H](C(=O)O[C@H](C)CC)C)C=C1